C(C)(C)N1C(=NN=C1)C1=CC=CC(=N1)NC(=O)C1=NC2=C(N1)C(=CC=C2)OC N-(6-(4-isopropyl-4H-1,2,4-triazol-3-yl)pyridin-2-yl)-7-methoxy-1H-benzo[d]imidazole-2-carboxamide